O=CNCC(NC(CCC(NCCCC(NC(CCCCCCCCCCCCCCCCC(=O)O)=O)C(=O)O)=O)C(=O)O)=O 1,4,9,16-tetraoxo-2,5,10,15-tetraazadotriacontane-6,14,32-tricarboxylic acid